1-ethyl-3-(5-(3-((4-oxo-3,4-dihydrophthalazin-1-yl)methyl)phenyl)-1H-benzimidazol-2-yl)urea C(C)NC(=O)NC1=NC2=C(N1)C=CC(=C2)C2=CC(=CC=C2)CC2=NNC(C1=CC=CC=C21)=O